(methoxymethyl)dimethoxyvinylsilane COC[SiH2]C=C(OC)OC